BrC1=C(C=CC(=C1)F)C1(CC1)O (2-bromo-4-fluorophenyl)cyclopropanol